N1(CCCC1)CCCOC1=CC(=CC2=C1OCO2)NC(OC(C)(C)C)=O tert-butyl N-[7-(3-pyrrolidin-1-ylpropoxy)-1,3-benzodioxol-5-yl]carbamate